OCCN1CCN(CC1)CCNC=C1CN=C2C(=CC=CC2=C1)C(F)(F)F 3-(((2-(4-(2-hydroxyethyl)piperazin-1-yl)ethyl)amino)methylene)-8-(trifluoromethyl)quinoline